N-(2-methoxyethyl)pyrazoline tert-butyl-(4-bromo-6-(trifluoromethyl)pyridin-3-yl)carbamate C(C)(C)(C)N(C(O)=O)C=1C=NC(=CC1Br)C(F)(F)F.COCCN1NC=CC1